2-[(6R)-3-methyl-6-prop-1-en-2-yl-1-cyclohex-2-enyl]-5-pentylbenzene-1,3-diol CC1=CC([C@@H](CC1)C(=C)C)C1=C(C=C(C=C1O)CCCCC)O